NC(CCN1C2=CC(=CC=C2C=2C=CC(=CC12)C(=O)O)CN1C=NC=C1)=O 9-(3-amino-3-oxopropyl)-7-[(1H-imidazol-1-yl)methyl]-9H-carbazole-2-carboxylic acid